FC(C1(CC1)N1N=NC(=C1)C(C(=O)[O-])C1=C2C=CN(C(C2=CC=C1)=O)C)F {1-[1-(difluoromethyl)cyclopropyl]-1H-1,2,3-triazol-4-yl}(2-methyl-1-oxo-1,2-dihydroisoquinolin-5-yl)acetate